O[C@H]1[C@@H](C[C@@H]([C@H]1O)CNCCCNCCC1=CC=CC=C1)N1C=C2CCC(NC=3C2=C1N=CN3)=O 2-((1R,2S,3R,4R)-2,3-dihydroxy-4-(((3-(phenethylamino)propyl)amino)methyl)cyclopentyl)-2,6,8,9-tetrahydro-7H-2,3,5,6-tetraazabenzo[cd]azulen-7-one